isopropyl D-1-thiogalactopyranoside S(C1[C@H](O)[C@@H](O)[C@@H](O)[C@H](O1)CO)C(C)C